4,5-dimethoxy-2-(2-propenyl)phenol COC1=CC(=C(C=C1OC)O)CC=C